2-(5-((3-ethoxy-5-fluoropyridin-2-yl)oxy)pyridin-3-yl)-N-((3R,4S)-4-fluoropiperidin-3-yl)pyrimidine-5-carboxamide C(C)OC=1C(=NC=C(C1)F)OC=1C=C(C=NC1)C1=NC=C(C=N1)C(=O)N[C@@H]1CNCC[C@@H]1F